5-(2-(3-((1-cyclopropyl-1H-pyrazol-4-yl)oxy)azetidin-1-yl)-7-methyl-8-oxo-6-(trifluoromethyl)-7,8-dihydropyrimido[5,4-d]pyrimidin-4-yl)picolinonitrile C1(CC1)N1N=CC(=C1)OC1CN(C1)C=1N=C(C2=C(N1)C(N(C(=N2)C(F)(F)F)C)=O)C=2C=CC(=NC2)C#N